3-((4-(((Tert-butyldimethylsilyl)oxy)methyl)-2-fluorobenzyl)amino)phthalic acid [Si](C)(C)(C(C)(C)C)OCC1=CC(=C(CNC2=C(C(C(=O)O)=CC=C2)C(=O)O)C=C1)F